5-(1-(4-aminobutyl)-4-(dimethylamino)-1H-pyrazolo[3,4-d]pyrimidin-3-yl)benzo[d]oxazol-2-amine NCCCCN1N=C(C=2C1=NC=NC2N(C)C)C=2C=CC1=C(N=C(O1)N)C2